BrCC(=O)C1(CCOC2=C(C=C(C=C12)Cl)CCC(=O)OCC)C Ethyl 3-[4-(2-bromoacetyl)-6-chloro-4-methyl-chroman-8-yl]propanoate